CC1N(C(N(C1)C=1C=C2CN(C(C2=CC1)=O)C1C(N(C(CC1)=O)COCC[Si](C)(C)C)=O)=O)C=1C=NC(=CC1)C(F)(F)F 3-(5-(4-methyl-2-oxo-3-(6-(trifluoromethyl)pyridin-3-yl)imidazolidin-1-yl)-1-oxoisoindolin-2-yl)-1-((2-(trimethylsilyl)ethoxy)methyl)piperidine-2,6-dione